C(C)(C)(C)C1=CC(=C(C=C1)C=1C=C2CCN(C(C2=CC1)=O)C=1C=CC(=C(C1)NS(=O)(=O)C)OCOCCOC)N1C[C@@H](O[C@@H](C1)C)C N-(5-(6-(4-(tert-butyl)-2-((2s,6r)-2,6-dimethylmorpholino)phenyl)-1-oxo-3,4-dihydroisoquinolin-2(1H)-yl)-2-((2-methoxyethoxy)methoxy)phenyl)methanesulfonamide